FC(C1=CC=C(C=C1)CC1=CC(=NO1)C(=O)O)(F)F 5-[[4-(trifluoromethyl)phenyl]methyl]-1,2-oxazole-3-carboxylic acid